O.O.O.SCCCCS(=O)[O-].[Na+] sodium 4-mercaptobutanesulfinate trihydrate